C(C(C)C)[C@H]1[C@@H](CNC1)O (3S,4R)-4-isobutylpyrrolidin-3-ol